2-azaspiro[2.2]Pentane C1NC12CC2